C1COC2=C(O1)C=CC(=C2)C=O The molecule is a heteroarenecarbaldehyde in which a formyl group is located at position 6 of 2,3-dihydro-1,4-benzodioxine. It is a heteroarenecarbaldehyde and a benzodioxine.